METHYL (3-AMINO-4-(4,4,5,5-TETRAMETHYL-1,3,2-DIOXABOROLAN-2-YL)PHENYL)CARBAMATE NC=1C=C(C=CC1B1OC(C(O1)(C)C)(C)C)NC(OC)=O